N-(2,6-dimethylpyrimidin-4-yl)-5-[2-methyl-4-[[(2R)-1-(1,1,2,2,2-pentadeuterioethyl)pyrrolidin-2-yl]methoxy]pyrazol-3-yl]pyrazolo[1,5-a]pyridin-2-amine CC1=NC(=CC(=N1)NC1=NN2C(C=C(C=C2)C=2N(N=CC2OC[C@@H]2N(CCC2)C(C([2H])([2H])[2H])([2H])[2H])C)=C1)C